CN(C(C(C)C)=O)C N,N,2-trimethyl-propionamide